[N+]=1(CCN=C(C1)C(=O)[O-])[O-] pyrazine-5(3H)-carboxylate 1-oxide